OCC1(CC1)N(C(OCC1=CC=C(C=C1)NC([C@H](C)NC([C@H](C(C)C)NC(=O)OC(C)(C)C)=O)=O)=O)C {4-[(2S)-2-[(2S)-2-{[(tert-butoxy)carbonyl]amino}-3-methylbutanamido]propanamido]phenyl}methyl N-[1-(hydroxymethyl)cyclopropyl]-N-methylcarbamate